8-(2-Cyano-6-methylphenyl)-9-(4-((1-(3-fluoropropyl)azetidin-3-yl)methyl)phenyl)-6,7-dihydro-5H-benzo[7]annulen C(#N)C1=C(C(=CC=C1)C)C=1CCCC2=C(C1C1=CC=C(C=C1)CC1CN(C1)CCCF)C=CC=C2